CN1N=CC2=CC(=CC(=C12)OC1=CC=C(C=C1)OCCCN1C2COC(C1)CC2)C(=O)NN 1-methyl-7-[4-[3-(2-oxa-5-azabicyclo[2.2.2]octan-5-yl)propoxy]phenoxy]indazole-5-carbohydrazide